FCCC(C)CS(=O)(=O)OC(CN)C1=CC(=C(C=C1)O)O 1-(3,4-dihydroxyphenyl)-2-aminoethanol 4-fluorobutan-2-yl-methanesulfonate